silane-oxy-silane [SiH3]O[SiH3]